C1(=CC=CC=C1)N1CCN(CC1)C=1SC(=CN1)C(=O)N 2-(4-phenylpiperazin-1-yl)thiazole-5-carboxamide